benzo[4,5]imidazo[2,1-b]pyrimido[4,5-d][1,3]thiazine-2,4(3H)-dione N=1C(NC(C=2C1N1C(SC2)=NC2=C1C=CC=C2)=O)=O